4-amino-2-methyl-N-(5-methylpyrazin-2-yl)benzamide NC1=CC(=C(C(=O)NC2=NC=C(N=C2)C)C=C1)C